COC=1C=C2[C@@H]3C(C=4C=CC=5OC(C=CC5C4O[C@@H]3COC2=CC1OC)(C)C)=O (1S,14S)-17,18-dimethoxy-7,7-dimethyl-2,8,21-trioxapentacyclo[12.8.0.03,12.04,9.015,20]docosa-3(12),4(9),5,10,15,17,19-heptaen-13-one